O=C1NC(CCC1N1C(C2=CC=CC(=C2C1=O)NC=1C=C2C=NN(C2=CC1OC1=CC(=CC=C1)F)C1CCOCC1)=O)=O 2-(2,6-dioxopiperidin-3-yl)-4-((6-(3-fluorophenoxy)-1-(tetrahydro-2H-pyran-4-yl)-1H-indazol-5-yl)amino)isoindoline-1,3-dione